N1(CCC1)CCNC1=NC(=CN=C1CC1=CC(=CC=C1)C)C(C)C N-(2-(azetidin-1-yl)ethyl)-6-isopropyl-3-(3-methylbenzyl)pyrazin-2-amine